2-chloro-5-((2-(nitromethylene)imidazolidin-1-yl)methyl)pyridine ClC1=NC=C(C=C1)CN1C(NCC1)=C[N+](=O)[O-]